[Cl-].C1(=CC=CC=C1)[P+](COC)(C1=CC=CC=C1)C1=CC=CC=C1 triphenyl-(methoxymethyl)-phosphonium chloride